(2S)-2-{[(3-chloro-5-methoxyphenyl)methyl]amino}-5,5-dimethylhexanoic acid ClC=1C=C(C=C(C1)OC)CN[C@H](C(=O)O)CCC(C)(C)C